(furan-2-yl)-N-(1-(2-(2-methoxyethoxy)ethyl)-3-(pyridin-2-yl)-1H-pyrazol-4-yl)picolinamide O1C(=CC=C1)C=1C(=NC=CC1)C(=O)NC=1C(=NN(C1)CCOCCOC)C1=NC=CC=C1